C(C)N1C(=CC=2C(=CC=CC12)C=O)C#CCNC1=CC=CC=C1 1-ethyl-2-[3-(phenylamino)prop-1-yn-1-yl]-1H-indole-4-carbaldehyde